6-azabicyclo[3.1.1]Heptane-2-carboxylic acid C12C(CCC(N1)C2)C(=O)O